C(C)(=O)OC1=CC=2CCC2C(=C1)Br 5-bromobicyclo[4.2.0]octa-1(6),2,4-trien-3-yl acetate